BrC1=C(C=C(C=C1)Br)CNN 2,5-dibromophenylmethylhydrazine